4-(2-hydroxyethyl)-1-piperazineethanesulfonic acid-hemisodium salt [Na+].OCCN1CCN(CC1)CCS(=O)(=O)[O-].OCCN1CCN(CC1)CCS(=O)(=O)[O-]